FCCCN1CC(C1)C(C1=CC=C(C=C1)C1C(CCCC2=C1C=CC(=C2)C(=O)OC)CC(C)C)O Methyl 5-[4-[[1-(3-fluoropropyl)azetidin-3-yl]-hydroxy-methyl]phenyl]-6-isobutyl-6,7,8,9-tetrahydro-5H-benzo[7]annulene-2-carboxylate